C(C)(C)(C)NC1=NC(=NC(=N1)NCC)SC N2-tert-butyl-N4-ethyl-6-methylthio-1,3,5-triazine-2,4-diamine